COC1=C(C=C(C=C1)/C=C/C(=O)OCC)OCC=1C=NN(C1)C ethyl (E)-3-(4-methoxy-3-((1-methyl-1H-pyrazol-4-yl)methoxy)phenyl)acrylate